FC(C(=O)O)(F)F.CC1=CN=C(N1)C1=NC=CC(=C1)C=1C=NC=C(C1)S(=O)(=O)C 2'-(5-Methyl-1H-imidazol-2-yl)-5-(methylsulfonyl)-3,4'-bipyridine trifluoroacetate salt